ethyl (2S,5R)-5-{[(tert-butoxy)carbonyl]amino}-1-(2-methoxyethyl)piperidine-2-carboxylate C(C)(C)(C)OC(=O)N[C@@H]1CC[C@H](N(C1)CCOC)C(=O)OCC